N-(1H-1,3-Benzodiazol-5-ylmethyl)-2-(4-methoxyphenyl)pyridin-3-amine N1C=NC2=C1C=CC(=C2)CNC=2C(=NC=CC2)C2=CC=C(C=C2)OC